tert-butyl-(5-bromopyridin-2-yl)p-toluenesulfonamide C(C)(C)(C)C(C1=CC=C(C=C1)S(=O)(=O)N)C1=NC=C(C=C1)Br